CC(=O)N[C@@H]1[C@H]([C@@H]([C@H](O[C@H]1O)CO[C@H]2[C@@H]([C@H]([C@@H]([C@H](O2)CO)O[C@H]3[C@@H]([C@H]([C@H]([C@H](O3)CO)O)O[C@H]4[C@@H]([C@H]([C@@H]([C@H](O4)CO)O[C@H]5[C@@H]([C@H]([C@H]([C@H](O5)CO)O)O)O)O)NC(=O)C)O)O)O)O[C@H]6[C@@H]([C@H]([C@H]([C@H](O6)CO)O)O)O)O The molecule is a branched amino hexasaccharide comprising N-acetylglucosamine at the reducing end with a beta-D-galactosyl group at the 4-position and a beta-D-galactosyl-(1->4)-N-acetyl-beta-D-glucosaminyl-(1->3)-beta-D-galactosyl-(1->4)-beta-D-glucosyl moiety at the 6-position. It is an amino hexasaccharide and a glucosamine oligosaccharide.